4-(morpholinomethyl)-N-(3-chloro-4-(pyridin-2-ylmethoxy)phenyl)-benzamide O1CCN(CC1)CC1=CC=C(C(=O)NC2=CC(=C(C=C2)OCC2=NC=CC=C2)Cl)C=C1